2-(6-((1-(5-fluoro-2-(hydroxymethyl)pyridin-3-yl)-ethyl)-amino)imidazo[1,2-b]pyridazin-3-yl)pyridin-4-ol FC=1C=C(C(=NC1)CO)C(C)NC=1C=CC=2N(N1)C(=CN2)C2=NC=CC(=C2)O